ClC=1C(=CC2=CN(N=C2C1)C)\N=C\1/NC(N(C(N1CC1=C(C=C(C(=C1)F)F)F)=O)CC1=CN=NN1C(\C=C\C1=CC(=C(C=C1)[N+](=O)[O-])[N+](=O)[O-])=O)=O (E)-6-((6-chloro-2-methyl-2H-indazol-5-yl)imino)-3-((1-((E)-3-(3,4-dinitrophenyl)acryloyl)-1H-1,2,3-triazol-5-yl)methyl)-1-(2,4,5-trifluorobenzyl)-1,3,5-triazine-2,4-dione